FC=1C(=CC(=NC1)OC)C1=CC(=NN1)C(=O)N1[C@H]2CC(C[C@@H]1CC2)C(=O)NC2CCC(CC2)(C(F)(F)F)OC (1R,3R,5S)-8-[5-(5-fluoro-2-methoxypyridin-4-yl)-1H-pyrazole-3-carbonyl]-N-[(1r,4r)-4-methoxy-4-(trifluoromethyl)cyclohexyl]-8-azabicyclo[3.2.1]octane-3-carboxamide